(S)-6-(2-(Dimethylamino)ethoxy)-N-(tetrahydrofuran-3-yl)isoindolin-4-amine hydrochloride Cl.CN(CCOC=1C=C(C=2CNCC2C1)N[C@@H]1COCC1)C